4-fluoro-N-(quinolin-8-yl)pyridine-2-sulfonamide FC1=CC(=NC=C1)S(=O)(=O)NC=1C=CC=C2C=CC=NC12